Br.CN1[C@@H]2CN[C@H](C1)C2 (1s,4s)-2-methyl-2,5-diazabicyclo[2.2.1]heptane hydrobromide